2-(4'-((5-Cyclopropyl-3-(2,6-dichlorophenyl)isoxazol-4-yl)methoxy)-[1,1'-biphenyl]-4-yl)ethan-1-ol C1(CC1)C1=C(C(=NO1)C1=C(C=CC=C1Cl)Cl)COC1=CC=C(C=C1)C1=CC=C(C=C1)CCO